2,2,3,3,3-pentaFluoropropyl acrylate C(C=C)(=O)OCC(C(F)(F)F)(F)F